(3s,4s)-3-amino-1-(5-(4-fluoro-2-methoxyphenyl)imidazo[2,1-b][1,3,4]thiadiazol-2-yl)piperidin-4-ol N[C@H]1CN(CC[C@@H]1O)C1=NN2C(S1)=NC=C2C2=C(C=C(C=C2)F)OC